tetrahydro-2H-pyran-3-yl carbamate C(N)(OC1COCCC1)=O